4-bromo-2,3-dihydro-isoindol-1-one BrC1=C2CNC(C2=CC=C1)=O